methyl 2-(4,4-difluoroazepan-1-yl)-6-methoxyquinoline-3-carboxylate FC1(CCN(CCC1)C1=NC2=CC=C(C=C2C=C1C(=O)OC)OC)F